CC(C(=O)O)CC1=C(C=C(C=C1)F)OC[C@H](CN1CCC2(CC1)OC1=C(C2)C=C(C=C1)Cl)O Methyl-3-(2-{[(2S)-3-(5-chloro-1'H-3H-spiro[1-benzofuran-2,4'-piperidin]-1'-yl)-2-hydroxypropyl]oxy}-4-fluorophenyl)propanoic acid